(2-FORMYL-5-METHOXY-PHENYL)-CARBAMIC ACID BENZYL ESTER C(C1=CC=CC=C1)OC(NC1=C(C=CC(=C1)OC)C=O)=O